(E)-6-(4-isopropoxyphenyl)-N'-((2-methylcyclohept-1-en-1-yl)methylene)pyrazine-2-carbohydrazide C(C)(C)OC1=CC=C(C=C1)C1=CN=CC(=N1)C(=O)N/N=C/C1=C(CCCCC1)C